(S)-6-acetyl-3-(trifluoromethyl)-5,6,6a,7,9,10-hexahydro-8H-pyrazino[1,2-a]pyrido[3,2-e]pyrimidin C(C)(=O)N1[C@@H]2N(C3=C(C1)C=C(C=N3)C(F)(F)F)CCNC2